2-((((((2S,5R)-2-carbamoyl-7-oxo-1,6-diazabicyclo[3.2.1]octane-6-yl) oxy) sulfonyl) oxy) methyl)-2-cyclopropylmalonate C(N)(=O)[C@H]1N2C(N([C@H](CC1)C2)OS(=O)(=O)OCC(C(=O)[O-])(C(=O)[O-])C2CC2)=O